FC=1C(=C(C=CC1F)[C@H]1[C@@H](O[C@@](O1)(C(F)(F)F)C1=CC=CC=C1)C(=O)OCC)OC |&1:11| rac-ethyl (4R,5S)-5-(3,4-difluoro-2-methoxyphenyl)-2-phenyl-2-(trifluoromethyl)-1,3-dioxolane-4-carboxylate